ClC1=CC(=C2CN(CC2=C1)C(=O)OC(C)(C)C)N1CCCC2=CC(=C(C=C12)C(F)F)C=1C(=NN(C1)C)COC tert-butyl {6-chloro-4-[7-(difluoromethyl)-6-[3-(methoxymethyl)-1-methylpyrazol-4-yl]-3,4-dihydro-2H-quinolin-1-yl]-1,3-dihydroisoindol-2-yl}carboxylate